CN1CC2=C(CC1)N=C(S2)C(=O)OC2=CC=CC=C2 phenyl 5-methyl-4,5,6,7-tetrahydrothiazolo[5,4-c]pyridine-2-carboxylate